2-[7-(4-methyl-4-azaspiro[2.5]oct-7-yl)-7H-pyrrolo[2,3-c]pyridazin-3-yl]-5-(1H-1,2,3-triazol-1-yl)phenol CN1C2(CC2)CC(CC1)N1C=CC2=C1N=NC(=C2)C2=C(C=C(C=C2)N2N=NC=C2)O